(R)-1-(1-acryloylazepan-3-yl)-7-chloro-2-(2-methylisonicotinamido)-1H-benzo[d]imidazol-5-ylmorpholine-4-carboxylate C(C=C)(=O)N1C[C@@H](CCCC1)N1C(=NC2=C1C(=CC(=C2)OC(=O)N2CCOCC2)Cl)NC(C2=CC(=NC=C2)C)=O